C(C1CO1)OCCC[Si](OCC)(C)C γ-glycidoxy-propyldimethylethoxysilane